Diazetidin N1NCC1